(2R,6'R)-7-chloro-3'-(((2-(4-(2-hydroxyethyl)piperazin-1-yl)ethyl)amino)methylene)-4,6-dimethoxy-6'-methyl-3H-spiro[benzofuran-2,1'-cyclohexane]-2',3,4'-trione ClC1=C(C=C(C=2C([C@]3(C(C(C(C[C@H]3C)=O)=CNCCN3CCN(CC3)CCO)=O)OC21)=O)OC)OC